5-(4-methylphenyl)-1,3-cyclohexanedione CC1=CC=C(C=C1)C1CC(CC(C1)=O)=O